CC1(C(N(C2=CC=CC=C12)C=1C=NC=C(C1)C=C1OC(C2=CC=CC=C12)=O)=O)C 3,3-Dimethyl-1-(5-((3-oxoisobenzofuran-1(3H)-ylidene)methyl)pyridin-3-yl)indolin-2-one